COC1=C(C=C(C=N1)C=1C=CC=2N=CN=C(C2N1)C=1CC=NCC1)NS(=O)(=O)C1=C(C=C(C=C1F)F)F 4-(6-(6-methoxy-5-((2,4,6-trifluorophenyl)sulfonamido)pyridin-3-yl)pyrido[3,2-d]pyrimidine-4-yl)-3,6-dihydropyridine